FC=1C=C(C=C(C1)F)C(=O)N[O-] 3,5-difluorobenzenehydroxamate